N-(2,3-dichlorobenzyl)-8-hydroxy-5,6,7,8-tetrahydroquinoline-5-carboxamide ClC1=C(CNC(=O)C2C=3C=CC=NC3C(CC2)O)C=CC=C1Cl